bis(4-cyanato-phenyl) ether O(C#N)C1=CC=C(C=C1)OC1=CC=C(C=C1)OC#N